3-(4-hydroxy-3-{2-[4-(trifluoromethoxy)phenyl]-6-oxa-2,9-diazaspiro[4.5]decan-9-yl}butanamido)-pyrrolidine-1-carboxamide OCC(CC(=O)NC1CN(CC1)C(=O)N)N1CCOC2(CCN(C2)C2=CC=C(C=C2)OC(F)(F)F)C1